C1(CC1)CCN(C1=C2CN(C(C2=CC=C1)=O)C1C(NC(CC1)=O)=O)C1CCC(CC1)NC12CC(C1)(C2)C(F)(F)F 3-(4-((2-cyclopropylethyl)((1r,4r)-4-((3-(trifluoro-methyl)bicyclo[1.1.1]pentan-1-yl)amino)cyclohexyl)amino)-1-oxoisoindolin-2-yl)piperidine-2,6-dione